C(C1=CC=CC=C1)NC(C#N)CC(C(F)(F)F)C 2-(Benzylamino)-5,5,5-trifluoro-4-methylpentanenitrile